C=1C(=CN2C=CC=CC12)C(=O)N1CC2=C(CC1)ON=C2C(=O)NC(C(F)(F)F)C 5-(indolizine-2-carbonyl)-N-(1,1,1-trifluoropropan-2-yl)-4H,5H,6H,7H-[1,2]oxazolo[4,5-c]pyridine-3-carboxamide